CC1(C(NC(C1)=O)=O)C 3,3-dimethylpyrrolidin-2,5-dione